benzene-1,4-Dicarboxylic acid C1(=CC=C(C=C1)C(=O)O)C(=O)O